FC1=C(C#N)C=C(C=C1)OC=1C(=C2C=CN(C2=CC1F)S(=O)(=O)C1=CC=C(C)C=C1)CO 2-fluoro-5-((6-fluoro-4-(hydroxymethyl)-1-tosyl-1H-indol-5-yl)oxy)-benzonitrile